2-(2-(difluoromethoxy)-7-methylquinoxalin-5-yl)benzo[d]thiazol-7-ol FC(OC1=NC2=CC(=CC(=C2N=C1)C=1SC2=C(N1)C=CC=C2O)C)F